COCCN1C2=C(N[C@@](C1=O)(C)COC)C1=C(N=C2)N(C=C1)S(=O)(=O)C1=CC=CC=C1 (S)-4-(2-methoxyethyl)-2-(methoxymethyl)-2-methyl-7-(phenylsulfonyl)-1,2,4,7-tetrahydro-3H-pyrrolo[3',2':5,6]Pyrido[3,4-b]Pyrazin-3-one